COC1=CC(=NN1)NC1=NC(=CN=C1)O[C@@H](C)[C@@H]1COCC1 N-(5-methoxy-1H-pyrazol-3-yl)-6-((S)-1-((S)-tetrahydrofuran-3-yl)ethoxy)pyrazin-2-amine